ClC1=CC=C(OCC2NC3CC(C2)C3)C=C1 3-(4-chlorophenoxymethyl)-2-azabicyclo[3.1.1]heptane